C1(=CC(=CC=C1)S(=O)(=O)C(C(=O)N)OC1=CC2=CC=CC=C2C=C1)C1=CC=CC=C1 ([1,1'-Biphenyl]-3-ylsulfonyl)-2-(naphthalene-2-yloxy)acetamide